ClC1=CN=CC(=N1)CNC(COC1=NC(=NC(=C1)C1=C(C=CC=C1C)C)NS(=O)(=O)C=1C=C(C(=O)O)C=CC1)CC1CC(C1)(C)C 3-[[4-[2-[(6-chloropyrazin-2-yl)methylamino]-3-(3,3-dimethylcyclobutyl)propoxy]-6-(2,6-dimethylphenyl)pyrimidin-2-yl]sulfamoyl]benzoic acid